C(CCC)(=O)ON=C(C)C acetone-O-butanoyl oxime